N-(5-Hydroxy-2,4-bis(hydroxydimethylsilyl)phenyl)-4-oxo-1,4-dihydroquinoline-3-carboxamide OC=1C(=CC(=C(C1)NC(=O)C1=CNC2=CC=CC=C2C1=O)[Si](C)(C)O)[Si](C)(C)O